BrC1=CC=2CCC2C=C1 3-Bromo-bicyclo(4.2.0)octa-1(6),2,4-trien